ClC=1C=C(C=CC1F)NC1=NC=NC2=CC(=C(C=C12)O)OC N-(3-chloro-4-fluorophenyl)-6-hydroxy-7-methoxy-4-quinazolinamine